bromo(3-methoxyphenyl)magnesium Br[Mg]C1=CC(=CC=C1)OC